NC=1C(=NC(=CN1)C1=CC=C(C=C1)N1CCC(CC1)O)C=1C=C2CCNC(C2=CC1)=O 6-(3-amino-6-(4-(4-hydroxypiperidin-1-yl)phenyl)pyrazin-2-yl)-3,4-dihydroisoquinolin-1(2H)-one